4'-Bromo-9-phenyl-3,9'-bi-9H-carbazole BrC1=CC=CC=2N(C3=CC=CC=C3C12)C=1C=CC=2N(C3=CC=CC=C3C2C1)C1=CC=CC=C1